N-[(5-Chlorothiophen-2-yl)methyl]-1-cyclohexancarbonyl-3-(piperidin-4-yl)-1H-pyrazol-5-amin hydrochlorid Cl.ClC1=CC=C(S1)CNC1=CC(=NN1C(=O)C1CCCCC1)C1CCNCC1